C(C)N1C(C=2SC=3C(=NSC3)SC2C1=O)=O 6-ethyl-5,7-dioxo-6,7-dihydro-5H-pyrrolo[3',4':5,6][1,4]dithiino[2,3-c][1,2]thiazol